C(C)OC(C(CC(=O)OCC)NCCC[Si](OCC)(OCC)OCC)=O N-(3-triethoxysilylpropyl)aminosuccinic acid diethyl ester